COC(CNC1=CC=C(C#N)C=C1)OC 4-((2,2-dimethoxyethyl)amino)benzonitrile